CC1=C(C=CC(=C1)C1=NNC(CC1C)=O)NC(=N)N 1-(2-methyl-4-(4-methyl-6-oxo-1,4,5,6-tetrahydropyridazine-3-yl)phenyl)guanidine